α-Amyl-Cinnamaldehyde Dimethyl Acetal COC(C(=CC1=CC=CC=C1)CCCCC)OC